N1=CSC2=C1C=CC=N2 THIAZOLOPYRIDINE